NCC(CN1N=CN(C1=O)CC=1SC(=CC1)C#CC=1C=CC2=C(NCCO2)C1)=C(F)F 2-[2-(aminomethyl)-3,3-difluoro-allyl]-4-[[5-[2-(3,4-dihydro-2H-1,4-benzoxazin-6-yl)ethynyl]-2-thienyl]methyl]-1,2,4-triazol-3-one